C(C1=CC=CC=C1)(=O)OC[C@H]1O[C@]([C@H]2[C@@H]1OC(O2)(C)C)(N2C(NC(C=C2)=O)=O)C#N [(3aR,4R,6R,6aR)-4-cyano-4-(2,4-dioxopyrimidin-1-yl)-2,2-dimethyl-6,6a-dihydro-3aH-furo[3,4-d][1,3]dioxol-6-yl]methyl benzoate